2-[(2S,4R)-4-fluoro-2-{[(S)-[3-fluoro-4-(1-methylcyclopropyl)phenyl](phenyl) methyl]carbamoyl}pyrrolidin-1-yl]-2-oxoethyl azetidine-1-carboxylate N1(CCC1)C(=O)OCC(=O)N1[C@@H](C[C@H](C1)F)C(N[C@@H](C1=CC=CC=C1)C1=CC(=C(C=C1)C1(CC1)C)F)=O